COC=1C=C2C(=CNC2=CC1)S(=O)(=O)C1=CC(=C(C=C1)OC)N1CCN(CC1)C 5-methoxy-3-((4-methoxy-3-(4-methylpiperazin-1-yl)phenyl)sulfonyl)-1H-indole